[Na+].[Na+].[Na+].[Na+].[Ru+3].C1(=CC=CC=C1)C1=C(C(=NC2=C3N=CC=C(C3=CC=C12)C1=CC=CC=C1)S(=O)(=O)[O-])S(=O)(=O)[O-] (4,7-diphenyl-1,10-phenanthrolinedisulfonate) ruthenium tetrasodium salt